2-((5-(9-benzyl-6-(1-methylcyclopropoxy)-9H-purin-8-yl)-4-methylpyridin-2-yl)oxy)ethan-1-amine C(C1=CC=CC=C1)N1C2=NC=NC(=C2N=C1C=1C(=CC(=NC1)OCCN)C)OC1(CC1)C